COC1=NC(=CC(=C1)C1=NC2=CC(=CC(=C2C=C1C1=CC=C(C=C1)F)C(C)NC1=C(C(=O)O)C=CC=C1)C)OC 2-((1-(2-(2,6-dimethoxypyridin-4-yl)-3-(4-fluorophenyl)-7-methylquinolin-5-yl)ethyl)amino)benzoic acid